FC(C(=O)O)(F)F.CC=1C=C(C=CC1OC1=CC2=C(N(N=N2)C)C=C1)NC=1C2=C(N=CN1)C=CC(=N2)C2CC1CCCC(C2)N1C(C=C)=O 1-(3-(4-((3-methyl-4-((1-methyl-1H-benzo[d][1,2,3]triazol-5-yl)oxy)phenyl)amino)pyrido[3,2-d]pyrimidin-6-yl)-9-azabicyclo[3.3.1]nonan-9-yl)prop-2-en-1-one trifluoroacetate